ClC1=NN(C=C1C1=NC=CC(=N1)NC=1N=CC2=C(C=CC(=C2C1)C(C)C)N1CC(C1)N(S(=O)(=O)C)C)C1COC1 N-(1-(3-((2-(3-chloro-1-(oxetan-3-yl)-1H-pyrazol-4-yl)pyrimidin-4-yl)amino)-5-isopropylisoquinolin-8-yl)azetidin-3-yl)-N-methyl-methanesulfonamide